C(C)(C)(C)N(C(O)=O)[C@@H](CN1C(C=2C=C3C(=CC2CC1)N(C(=N3)C=3N(C1=CC=CC=C1C3)CC3CC3)C)=O)C.FC=3C=C(C(N)=CC3)[2H] para-fluoroaniline-2-d tert-butyl-(R)-(1-(2-(1-(cyclopropylmethyl)-1H-indol-2-yl)-1-methyl-5-oxo-1,5,7,8-tetrahydro-6H-imidazo[4,5-g]isoquinolin-6-yl)propan-2-yl)carbamate